3,4-dichlorobenzyl mesylate S(C)(=O)(=O)OCC1=CC(=C(C=C1)Cl)Cl